O(C1=CC=CC=C1)C[C@@H]1OC1 (R)-phenoxymethyl-oxirane